(S)-N-(chroman-4-yl)-8-(cyclohepta-1-en-1-yl)-4-(dimethylamino)quinoline-3-carboxamide O1CC[C@@H](C2=CC=CC=C12)NC(=O)C=1C=NC2=C(C=CC=C2C1N(C)C)C1=CCCCCC1